N(=[N+]=[N-])CC(=O)ON1C(CCC1=O)=O 2,5-Dioxopyrrolidin-1-yl 2-azidoacetate